FC(C1=NC2=CC=CC=C2C(N1)=O)(F)F 2-(trifluoromethyl)quinazolin-4(3H)-one